CC(=CCC[C@@](C)(C=C)O)C (3S)-linalool